CON1C(NC(=C1)C)(C1=CC=CC=C1)C 1-methoxy-2,4-dimethyl-2-phenyl-1H-imidazole